1-(but-2-enoyl)-N-methylazetidine-3-carboxamide C(C=CC)(=O)N1CC(C1)C(=O)NC